1-(4-(1-((tert-Butyldimethylsilyl)oxy)cyclopropyl)phenyl)ethanone [Si](C)(C)(C(C)(C)C)OC1(CC1)C1=CC=C(C=C1)C(C)=O